N-(1,1-Dimethylprop-2-ynyl)-4-[[2-[2-(trifluoromethyl)phenyl]acetyl]amino]pyridin CC(C#C)(C)N1CC=C(C=C1)NC(CC1=C(C=CC=C1)C(F)(F)F)=O